C=1(C(=CC=CC1)C=O)C Tolualdehyd